trans-benzyl 4-((4-(tert-butoxycarbonyl)cyclohexyl)methyl)piperazine-1-carboxylate C(C)(C)(C)OC(=O)[C@@H]1CC[C@H](CC1)CN1CCN(CC1)C(=O)OCC1=CC=CC=C1